C(C=C)(=O)C(C(=O)O)CC acryloyl-butyric acid